N2-cyclopentyl-6-(3-pyridyl)pyridine-2,3-diamine C1(CCCC1)NC1=NC(=CC=C1N)C=1C=NC=CC1